4-(dimethylaminomethyl)phenylacrylamide CN(C)CC1=CC=C(C=C1)C(C(=O)N)=C